methyl 4-(4-(((1R,4r)-4-(3-((1R,3R,5S,7R)-3,5-dimethyladamantan-1-yl)ureido)cyclohexyl)oxy)phenoxy)butyrate C[C@]12CC3(CC(C[C@@](C1)(C3)C)C2)NC(NC2CCC(CC2)OC2=CC=C(OCCCC(=O)OC)C=C2)=O